C(=O)OC1=C(C=CC(=C1)Br)C=1C=2N(C(=NN1)N[C@H]1CN(CCC1)CCO)C=NC2 5-bromo-2-(4-{[(3R)-1-(2-hydroxyethyl)piperidin-3-yl]amino}imidazo[1,5-d][1,2,4]triazin-1-yl)phenol formate